C(#N)C=1C=NN2C1C(=CC(=C2)OCC(C)(C)O)C2=CC=C(C=C2)C2(CCNCC2)NS(=O)C(C)(C)C N-(4-(4-(3-cyano-6-(2-hydroxy-2-methylpropoxy)pyrazolo[1,5-a]pyridin-4-yl)phenyl)piperidin-4-yl)-2-methylpropane-2-sulfinamide